ClC1=CC=C(C=C1)C1=NN=C(O1)[C@@H]1CC[C@H](CC1)C(=O)O trans-4-(5-(4-chlorophenyl)-1,3,4-oxadiazol-2-yl)cyclohexanecarboxylic acid